tert-butyl (2R,3S,4S)-3-({[2-(4-benzylpiperazin-1-yl)ethyl] carbamoyl}oxy)-4-[(tert-butoxycarbonyl)oxy]-2-[(4-methoxyphenyl)methyl]pyrrolidine-1-carboxylate C(C1=CC=CC=C1)N1CCN(CC1)CCNC(=O)O[C@H]1[C@H](N(C[C@@H]1OC(=O)OC(C)(C)C)C(=O)OC(C)(C)C)CC1=CC=C(C=C1)OC